phenoxy(pentafluoro)cyclotriphosphazene O(C1=CC=CC=C1)P1(=NP(=NP(=N1)(F)F)(F)F)F